NC=1N=C(C(=C(C(=O)OC)C1)Br)Cl methyl 6-amino-3-bromo-2-chloroisonicotinate